O1CCN(CC1)CC1=CC=C(C=C1)NC(=O)C1=NNC=C1NC1=NC=NC=2CCCCC12 N-(4-(morpholinomethyl)phenyl)-4-((5,6,7,8-tetrahydroquinazolin-4-yl)amino)-1H-pyrazole-3-carboxamide